N-(3,4-difluorophenyl)-3-(2-((1-(hydroxymethyl)cyclobutyl)amino)-2-oxoacetyl)-2-methyl-5,6,7,8-tetrahydroindolizine-1-carboxamide FC=1C=C(C=CC1F)NC(=O)C=1C(=C(N2CCCCC12)C(C(=O)NC1(CCC1)CO)=O)C